3-[1-(2,2-dimethylpropyl)cyclopropyl]urea CC(CC1(CC1)NC(N)=O)(C)C